3-oxo-7-(trifluoromethyl)isoindoline-5-carboxylic acid O=C1NCC2=C(C=C(C=C12)C(=O)O)C(F)(F)F